C(=O)([O-])C(O)C(O)C(=O)[O-].C(C)N1C=[NH+]C=C1.C(C)N1C=[NH+]C=C1 1-ethylimidazolium tartrate